CN(CC#CC1=C2C(=CC=3N(C4=CC=CC=C4C13)C(=O)[O-])C1=CC=CC=C1N2C(=O)OCCCC)C butyl 6-(3-(dimethylamino)prop-1-ynyl)indolo[3,2-b]carbazole-5,11-dicarboxylate